C1(CC1)CNC1=C2C(=NC=3C=C(C(=CC13)OC)OCC1(COC1)CN1CCCC1)CCC2 N-(cyclopropylmethyl)-7-methoxy-6-({3-[(pyrrolidin-1-yl)methyl]oxetan-3-yl}methoxy)-1H,2H,3H-cyclopenta[b]quinolin-9-amine